bromine potassium salt [K].[Br]